2,6,7-trioxabicyclo[2.2.2]-octane C12OCC(CO1)CO2